5-(aminomethyl)-N-methyl-N-(3-((4-methylpiperazin-1-yl)methyl)phenyl)pyridin-2-amine NCC=1C=CC(=NC1)N(C1=CC(=CC=C1)CN1CCN(CC1)C)C